ClC=1C(NN=CC1Cl)=O 4,5-dichloro-2H-pyridazin-3-one